ClC1=NC(=C2C(=N1)N(N=C2)C[C@H]2O[C@@H]([C@@H]1[C@H]2OC(O1)(C)C)CO)NC1CCCC1 ((3aR,4R,6R,6aS)-6-((6-chloro-4-(cyclopentylamino)-1H-pyrazolo[3,4-d]pyrimidin-1-yl)methyl)-2,2-dimethyltetrahydrofuro[3,4-d][1,3]dioxol-4-yl)methanol